C(C)(=O)C1=NN(C2=CC=CC(=C12)NC(=O)N1CC(CCC1)(F)F)CC(=O)N(C1CC1)CC(=O)NCC1=C(C(=CC=C1)Cl)F N-(3-acetyl-1-(2-((2-((3-chloro-2-fluorobenzyl)amino)-2-oxoethyl)(cyclopropyl)amino)-2-oxoethyl)-1H-indazol-4-yl)-3,3-difluoropiperidine-1-carboxamide